Cl.BrC1=CC=C(C(=N1)NC(=O)[C@@H]1[C@@H]2C[C@@H]2CN1)C (1R,2S,5S)-N-(6-bromo-3-methylpyridin-2-yl)-3-azabicyclo[3.1.0]Hexane-2-carboxamide hydrochloride